COC(C(CC)(Br)C)=O methyl-2-bromobutanoic acid methyl ester